tert-butyl-2-(4-(2,4-dioxotetrahydropyrimidin-1(2H)-yl)-3-methylphenoxy)acetate C(C)(C)(C)OC(COC1=CC(=C(C=C1)N1C(NC(CC1)=O)=O)C)=O